N1N=NC(=C1)N1[C@@H](CCC1)C(=O)O Triazolylproline